3-(4-{[(3R,6R)-6-(aminomethyl)oxan-3-yl](2-cyclopropylethyl)amino}-1-oxo-3H-isoindol-2-yl)piperidine-2,6-dione NC[C@H]1CC[C@H](CO1)N(C1=C2CN(C(C2=CC=C1)=O)C1C(NC(CC1)=O)=O)CCC1CC1